2-Allylbenzene-1,4-diol C(C=C)C1=C(C=CC(=C1)O)O